tripyrrolidinophosphonium ammonium hexafluorophosphate F[P-](F)(F)(F)(F)F.[NH4+].N1(CCCC1)[PH+](N1CCCC1)N1CCCC1.F[P-](F)(F)(F)(F)F